ClC1=CC=C(C=C1)C1=CC=C(C=C1)CC1=NOC(=N1)CC(C(=O)OC(C)(C)C)P(=O)(OCC)OCC tert-butyl 3-(3-((4'-chloro-[1,1'-biphenyl]-4-yl)methyl)-1,2,4-oxadiazol-5-yl)-2-(diethoxyphosphoryl)propanoate